(6-aminopyrimidin-4-yl)-1lambda6-thiomorpholine-1,1-dione NC1=CC(=NC=N1)N1CCS(CC1)(=O)=O